2-(3-((S)-((1r,3S)-3-acetylcyclobutyl)(4-methyl-4H-1,2,4-triazol-3-yl)methyl)phenyl)-6-(((1-methylcyclobutyl)amino)methyl)-4-(trifluoromethyl)isoindolin-1-one C(C)(=O)C1CC(C1)[C@@H](C=1C=C(C=CC1)N1C(C2=CC(=CC(=C2C1)C(F)(F)F)CNC1(CCC1)C)=O)C1=NN=CN1C